S1NC(CCC1)=O thiazinanone